CC1OC=2C(=C(C(=C(C2C2C1CCC=C2)O)C)CCC)C trimethyl-3-propyl-6a,7,8,10a-tetrahydro-6H-benzo[c]chromen-1-ol